4-((5H-benzo[e]tetrazolo[1,5-c][1,3]oxazin-7-yl)amino)-6-(cyclopropanecarboxamido)-N-methylpyridazine-3-carboxamide N=1N=NN2COC3=C(C21)C=CC=C3NC3=C(N=NC(=C3)NC(=O)C3CC3)C(=O)NC